NC1=C2N=CN(C2=NC=N1)CC(=O)N1[C@@H]2C[C@@H]2C[C@H]1C(=O)NC1CC(CCC1)(C)C (1R,3S,5R)-2-(2-(6-amino-9H-purin-9-yl)acetyl)-N-(3,3-dimethylcyclohexyl)-2-azabicyclo[3.1.0]hexane-3-carboxamide